i-butyl-sec-butyldimethoxysilane C(C(C)C)[Si](OC)(OC)C(C)CC